6-iodo-7-methyl-5-(4-(pyrimidin-2-yloxy)phenyl)-7H-pyrrolo[2,3-d]-pyrimidin-4-amine IC1=C(C2=C(N=CN=C2N)N1C)C1=CC=C(C=C1)OC1=NC=CC=N1